N-(4-(5-(2-acetamidopyridin-4-yl)-2-(methylthio)-1H-imidazol-4-yl)-2,3-dihydro-1H-inden-1-yl)-1H-indole-4-carboxamide C(C)(=O)NC1=NC=CC(=C1)C1=C(N=C(N1)SC)C1=C2CCC(C2=CC=C1)NC(=O)C=1C=2C=CNC2C=CC1